N-(3-((2-((1-methyl-1H-pyrazol-4-yl)amino)-5-(6-methylpyridin-3-yl)pyrimidin-4-yl)oxy)phenyl)acrylamide CN1N=CC(=C1)NC1=NC=C(C(=N1)OC=1C=C(C=CC1)NC(C=C)=O)C=1C=NC(=CC1)C